tert-Butyl (endo)-5-(8-bromo-7-fluoro-9-iodo-3-oxo-3,4-dihydropyrazino[2,3-c]quinolin-1(2H)-yl)-2-azabicyclo[2.1.1]hexane-2-carboxylate BrC=1C(=CC=2C3=C(C=NC2C1F)NC(CN3C3C1CN(C3C1)C(=O)OC(C)(C)C)=O)I